C[NH+]1CCCC1 N-methyl-N-pyrrolidinium